methyl-5-(4-((2-chloropyrrolo[2,1-f][1,2,4]triazin-4-yl)amino)-1H-imidazol-1-yl)-N-cyclopentyl-2,3-dimethoxybenzamide CC1=C(C(=C(C(=O)NC2CCCC2)C=C1N1C=NC(=C1)NC1=NC(=NN2C1=CC=C2)Cl)OC)OC